2-(((4-methoxy-3,5-dimethylpyridin-2-yl)methyl)sulfinyl)-1H-benzo[d]imidazol-5-yl 3,5,5-trimethylhexanoate CC(CC(=O)OC1=CC2=C(NC(=N2)S(=O)CC2=NC=C(C(=C2C)OC)C)C=C1)CC(C)(C)C